N-(4-(2-(4-chlorophenyl)but-3-yn-2-yl)thiazol-2-yl)-3-(hydroxymethyl)pyrrolidine-1-carboxamide ClC1=CC=C(C=C1)C(C)(C#C)C=1N=C(SC1)NC(=O)N1CC(CC1)CO